ethylglucose dioleate C(CCCCCCC\C=C/CCCCCCCC)(=O)O.C(CCCCCCC\C=C/CCCCCCCC)(=O)O.C(C)C(=O)[C@H](O)[C@@H](O)[C@H](O)[C@H](O)CO